N=1C=CN2C1C=C(C=C2)OCC21CC(C2)C1 3-((imidazo[1,2-a]pyridin-7-yloxy)methyl)bicyclo[1.1.1]pentan